8-ethynyl-7-fluoroisoquinolin-3-amine C(#C)C=1C(=CC=C2C=C(N=CC12)N)F